(R)-4-(4-((1-(3-(difluoromethyl)-2-fluorophenyl)ethyl)amino)-7-methoxypyrido[2,3-d]pyrimidin-6-yl)tetrahydro-2H-thiopyran 1,1-dioxide FC(C=1C(=C(C=CC1)[C@@H](C)NC=1C2=C(N=CN1)N=C(C(=C2)C2CCS(CC2)(=O)=O)OC)F)F